CSC1=C(C=CC=C1)N1CCN(CC1)C(=O)NC1CCCC2=CC=CC=C12 4-[2-(methylthio)phenyl]-N-(1,2,3,4-tetrahydro-1-naphthyl)-1-piperazinecarboxamide